4-(oxetan-3-yloxy)-N-((1R,3S)-3-(pyrazin-2-yl)cyclohexyl)-5-(trifluoromethyl)pyrimidin-2-amine O1CC(C1)OC1=NC(=NC=C1C(F)(F)F)N[C@H]1C[C@H](CCC1)C1=NC=CN=C1